C1(=CC=C(C=C1)CNC1=CC(=NC=2N1N=CC2C#N)NC[C@@H]2[C@H](CNCC2)O)C2=CC=CC=C2 7-(([1,1'-biphenyl]-4-ylmethyl)amino)-5-((((3R,4R)-3-hydroxypiperidin-4-yl)methyl)amino)pyrazolo[1,5-a]pyrimidine-3-carbonitrile